(3-methoxycyclobutyl)(3-(5-(trifluoromethyl)-1,2,4-oxadiazol-3-yl)-6,7-dihydrothieno[3,2-c]pyridin-5(4H)-yl)methanone COC1CC(C1)C(=O)N1CC2=C(CC1)SC=C2C2=NOC(=N2)C(F)(F)F